C(N)(=O)C=1C=NN2C1C=CC=C2 3-carbamoylpyrazolo[1,5-a]pyridine